C#CC[C@@H](C(=O)O)N L-C-propargylglycine